ClCC(COC1=C(C=C(C=C1)C(C)(C)C1=CC=C(C=C1)OCC(CN1N=NC(=C1I)CO)O)Cl)O 1-chloro-3-(2-chloro-4-(2-(4-(2-hydroxy-3-(4-(hydroxymethyl)-5-iodo-1H-1,2,3-triazol-1-yl)propoxy)phenyl)propan-2-yl)phenoxy)propan-2-ol